methyl 2-chloro-3-(5-chloro-6-methoxy-3-pyridinyl)-5-fluoro-benzoate ClC1=C(C(=O)OC)C=C(C=C1C=1C=NC(=C(C1)Cl)OC)F